C(C)(C)N(P(O)O)C(C)C phosphorous acid (diisopropylamide)